C1(CC1)C(=O)N1CCC(CC1)(C)N1N=CC=C1 1-(1-(cyclopropanecarbonyl)-4-methylpiperidin-4-yl)-1H-pyrazol